C(C)(C)(C)OC(=O)C(NC[C@H](NC(N[C@@H](CCCCNC([C@H](CC=1C2=CC=CC=C2C=C2C=CC=CC12)N)=O)C(=O)OC(C)(C)C)=O)C(=O)OC(C)(C)C)=O (4S,8S,15S)-15-amino-16-(anthracen-9-yl)-1,6,14-trioxo-2,5,7,13-tetraazahexadecane-1,4,8-tricarboxylic acid tri-tert-butyl ester